N-(3-ISOCYANOPROPYL)-N,N-DIMETHYLAMINE CN(C)CCC[N+]#[C-]